[Cl-].C(CCC)O[Si](CCC[N+](C)(C)CCCCCCCCCCC)(OCCCC)OCCCC 3-(tributoxysilyl)propyl-n-undecyldimethyl-ammonium chloride